C1(=CC=CC=C1)C1(C2=CC=CC=C2C=2C=CC(=CC12)C=1C=C(C=CC1)C1=CC(=CC=C1)C1=CC(=NC(=C1)C1=CC=CC=C1)C1=CC=CC=C1)C1=CC=CC=C1 4-[3'-(9,9-diphenyl-9H-fluoren-2-yl)-biphenyl-3-yl]-2,6-diphenyl-pyridine